BrCCOC(=O)[C@](O)([C@@](O)([C@](O)([C@H](O)C(O)C(C)=O)C(C)=O)C(C)=O)C(C)=O 1-(2-bromoethoxy)-2,3,4,6-tetraacetylglucose